(3-((hydroxyimino) methyl)-1-(1-(cis-4-isopropylcyclohexyl) piperidin-4-yl)-1H-pyrrolo[2,3-b]pyridin-2-yl)methyl carbamate C(N)(OCC1=C(C=2C(=NC=CC2)N1C1CCN(CC1)[C@@H]1CC[C@@H](CC1)C(C)C)C=NO)=O